CS(=O)(=O)C=1NC(C2=C(N1)NC(CC2C(=O)OC)=O)=O Methyl 2-(methylsulfonyl)-4,7-dioxo-3,4,5,6,7,8-hexahydropyrido[2,3-d]pyrimidine-5-carboxylate